ClC=1C=CC(=C2C=C(NC12)C(=O)N1CC2(C[C@H]1C(=O)N[C@@H](C[C@H]1C(NC(C1)(C)C)=O)C#N)CCCCC2)OC (S)-2-(7-chloro-4-methoxy-1H-indole-2-carbonyl)-N-((S)-1-cyano-2-((R)-5,5-dimethyl-2-oxopyrrolidin-3-yl)ethyl)-2-azaspiro[4.5]decane-3-carboxamide